CC1=C(OC2=C1C=CC=C2)C(=C)C 3-methyl-2-(prop-1-en-2-yl)benzofuran